C(C1=CC=CC=C1)OC1=C(C(=C2C=CC(=CC2=C1)NC(CN1CCC(CC1)C1=CC2=C(N(C(N2C(C)C)=O)C2C(NC(CC2)=O)=O)C=C1)=O)F)N1S(NC(C1)=O)(=O)=O N-[7-benzyloxy-5-fluoro-6-(1,1,4-trioxo-1,2,5-thiadiazolidin-2-yl)-2-naphthyl]-2-[4-[1-(2,6-dioxo-3-piperidyl)-3-isopropyl-2-oxo-benzimidazol-5-yl]-1-piperidyl]acetamide